N-(1-(3-chlorophenyl)-2-hydroxyethyl)-1-(2-((4-fluoro-3-morpholinylphenyl)amino)-5-methyl-pyrimidin-4-yl)-1H-imidazole-4-amide ClC=1C=C(C=CC1)C(CO)NC(=O)C=1N=CN(C1)C1=NC(=NC=C1C)NC1=CC(=C(C=C1)F)N1CCOCC1